1H-Benzotriazole N1N=NC2=C1C=CC=C2